C1=CC=CC=2C3=CC=CC=C3C(C12)COC(=O)NCC(OCCOCCOCCCN(CC(=O)O)C(CN1C2=NC(=NC(=C2N=C1)N(C(=O)OC(C)(C)C)C(=O)OC(C)(C)C)N(C(=O)OC(C)(C)C)C(=O)OC(C)(C)C)=O)(C)C (S)-l-1-((((9H-fluoren-9-yl)methoxy)carbonyl)amino)-13-(2-(2,6-bis(bis(tert-butoxycarbonyl)-amino)-9H-purin-9-yl)acetyl)-2,2-dimethyl-3,6,9-trioxa-13-azapentadecan-15-oic acid